(3S,5R)-5-methyl-2-oxo-pyrrolidin C[C@@H]1CCC(N1)=O